C(C1=CC=CC=C1)OC(=O)N1CC[C@H]2[C@@H]([C@H]2C1)C(=O)O (1R,6S,7S)-4-benzyloxycarbonyl-4-azabicyclo[4.1.0]heptane-7-carboxylic acid